4-{[6-(5-Chloro-2-Fluorophenyl)Pyridazin-4-yl]Amino}-N-[2-(1-Methylpiperidin-4-yl)Ethyl]Quinolin-7-Carboxamid ClC=1C=CC(=C(C1)C1=CC(=CN=N1)NC1=CC=NC2=CC(=CC=C12)C(=O)NCCC1CCN(CC1)C)F